C(C)(C)N1CCN(CC1)C1=CC=C(C=C1)C1=C(CCC2=CC(=CC=C12)OC)C1=C(C=CC=C1)O 2-(1-(4-(4-Isopropylpiperazin-1-yl)phenyl)-6-methoxy-3,4-dihydronaphthalen-2-yl)phenol